[N+](=O)([O-])C1=CC=C(OP2(O[C@@H]3[C@@H](S2)CCCC3)=S)C=C1 (3aS,7aS)-2-(4-nitrophenoxy)hexahydrobenzo[d][1,3,2]oxathiaphosphole 2-sulfide